ClC=1C(=C(C=CC1F)N(C(C)=O)C)F N-(3-chloro-2,4-difluorophenyl)-N-methylacetamide